tert-butyl 4-[4-(5-chloro-3,4-difluoro-2-formyl-phenyl)phenyl]piperazine-1-carboxylate ClC=1C(=C(C(=C(C1)C1=CC=C(C=C1)N1CCN(CC1)C(=O)OC(C)(C)C)C=O)F)F